2-(3-((3,4-Dimethyl-2-oxo-6-propylpyridin-1(2H)-yl)methyl)isoxazol-5-yl)-5-fluoro-4-hydroxybenzonitrile CC=1C(N(C(=CC1C)CCC)CC1=NOC(=C1)C1=C(C#N)C=C(C(=C1)O)F)=O